(8R,10S)-10-[(2S,4S,5R,6S)-4-amino-5-hydroxy-6-methyl-oxan-2-yl]oxy-6,11-dihydroxy-8-(2-hydroxyacetyl)-1-methoxy-8-methyl-9,10-dihydro-7H-tetracen-5,12-dion N[C@H]1C[C@H](O[C@H]([C@@H]1O)C)O[C@H]1C[C@](CC=2C(=C3C(C=4C=CC=C(C4C(C3=C(C12)O)=O)OC)=O)O)(C)C(CO)=O